F[C@@H]1[C@@H](C1)NC(=O)C1=CN=C2N1N=C(C=C2NC)NC=2C(N(C=CC2)C2=NC=C(C=C2)C=O)=O N-[(1R,2S)-2-fluorocyclopropyl]-6-({5'-formyl-2-oxo-[1,2'-bipyridin]-3-yl}amino)-8-(methylamino)imidazo[1,2-b]pyridazine-3-carboxamide